C(C1=CC=CC=C1)N(CCC[Si](OC)(OC)OC)CCN N-benzyl-N-(2-aminoethyl)-3-aminopropyltrimethoxysilane